3-(1-(4-chlorophenyl)ethoxy)-N2-methyl-N5-(oxetan-3-yl)-1H-pyrrole-2,5-dicarboxamide ClC1=CC=C(C=C1)C(C)OC1=C(NC(=C1)C(=O)NC1COC1)C(=O)NC